C(C)(C)(C)C1(CC(CC1)C1=CC=C2C3(C=4N(C=5C=CC=C(C5C(N4)=O)Cl)C2=C1)CCCCC3)C=O tert-butyl-3-(4'-chloro-5'-oxo-5'H-spiro[cyclohexane-1,7'-indolo[1,2-a]quinazolin]-10'-yl)cyclopentane-1-carbaldehyde